(3S,4R)-4-([6-chloro-3-methyl-1H-pyrazolo[3,4-d]pyrimidin-4-yl]oxy)-3-fluoro-1-isopropylpiperidine ClC1=NC(=C2C(=N1)NN=C2C)O[C@H]2[C@H](CN(CC2)C(C)C)F